Cl.FC=1C=C(C=CC1F)[C@H]1[C@@H](C1)NC1=C2C(=NC(=N1)SCCC)N(N=C2)C N-((1R,2S)-2-(3,4-difluorophenyl)cyclopropyl)-1-methyl-6-(propylsulfanyl)-1H-pyrazolo[3,4-d]pyrimidin-4-amine hydrochloride